2-(4-methoxy-3-(1-methyl-1H-1,2,4-triazol-3-yl)-5-nitrophenyl)ethan-1-ol COC1=C(C=C(C=C1[N+](=O)[O-])CCO)C1=NN(C=N1)C